[Na+].C([O-])([O-])=O.[Ce+3].C([O-])([O-])=O cerous carbonate sodium